bis[4-(vinyloxy)butyl] (methylenedi-4,1-phenylene)-biscarbamate C(C1=CC=C(C=C1)NC(OCCCCOC=C)=O)C1=CC=C(C=C1)NC(OCCCCOC=C)=O